1-(2-bromophenyl)-5-amino-1H-pyrazole-4-carboxylic acid ethyl ester C(C)OC(=O)C=1C=NN(C1N)C1=C(C=CC=C1)Br